1,1-dimethyl-N,N-dimethylmethanamine CC(N(C)C)C